methyl 4'-amino-2-fluoro-[1,1'-biphenyl]-4-carboxylate NC1=CC=C(C=C1)C1=C(C=C(C=C1)C(=O)OC)F